CC1=C(C(=O)P(C2=C(C=CC=C2)OCCC)(C(C2=C(C=C(C=C2C)C)C)=O)=O)C(=CC(=C1)C)C bis(2,4,6-trimethylbenzoyl)-2-propoxyphenyl-phosphine oxide